NC1=NN(C(S1)=O)CCC(C)(C)O 5-amino-3-(3-hydroxy-3-methylbutyl)-1,3,4-thiadiazol-2(3H)-one